2-allyl-6-(2-(2-(tert-butyldimethylsilyloxy)ethyl)-1,2,3,4-tetrahydroisoquinolin-7-ylamino)-1-(6-(2-hydroxypropan-2-yl)pyridin-2-yl)-1H-pyrazolo[3,4-d]Pyrimidin-3(2H)-one C(C=C)N1N(C2=NC(=NC=C2C1=O)NC1=CC=C2CCN(CC2=C1)CCO[Si](C)(C)C(C)(C)C)C1=NC(=CC=C1)C(C)(C)O